3-{[4-(2-amino-8-methoxy-4-quinazolinyl)-1H-1,2,3-triazol-1-yl]methyl}-1-cyclopentyl-1H-pyridin-2-one NC1=NC2=C(C=CC=C2C(=N1)C=1N=NN(C1)CC=1C(N(C=CC1)C1CCCC1)=O)OC